4-pregnen-17α,20α-diol-3-one C[C@@H]([C@]1(CC[C@@H]2[C@@]1(CC[C@H]3[C@H]2CCC4=CC(=O)CC[C@]34C)C)O)O